2-(5-{[(4-methanesulfonylphenyl)amino]methyl}-1,3,4-thiadiazol-2-yl)-N-(1-methylpiperidin-4-yl)-1-(2,2,2-trifluoroethyl)-1H-indol-4-amine CS(=O)(=O)C1=CC=C(C=C1)NCC1=NN=C(S1)C=1N(C=2C=CC=C(C2C1)NC1CCN(CC1)C)CC(F)(F)F